N[C@@H](CCC(=O)N1CC(N(CC1)C(=O)OC(C)(C)C)C1=CC=CC=C1)C(=O)OC tert-butyl 4-((S)-4-amino-5-methoxy-5-oxopentanoyl)-2-phenylpiperazine-1-carboxylate